N-[2,2-dimethyl-6-(5,6,8,9-tetrahydroimidazo[1,5-d][1,4]diazepin-7-yl)-3H-benzofuran-5-yl]pyrazolo[1,5-a]pyrimidine-3-carboxamide CC1(OC2=C(C1)C=C(C(=C2)N2CCN1C(CC2)=CN=C1)NC(=O)C=1C=NN2C1N=CC=C2)C